BrC1=CC=CC=2C=3N(C(=NC12)N[C@@H](C(=O)N1[C@@H]2CN([C@H](C1)C2)C)C)N=C(N3)C=3C=NN(C3)C (2R)-2-{[7-bromo-2-(1-methyl-1H-pyrazol-4-yl)[1,2,4]triazolo[1,5-c]quinazolin-5-yl]amino}-1-[(1S,4S)-5-methyl-2,5-diazabicyclo[2.2.1]heptan-2-yl]propan-1-one